C(C)C1C(=NOC1CC1=CC(=CC=C1)C(F)(F)F)CNC(=O)C1=NC=CC2=CC=CC=C12 Ethyl-3-((isoquinoline-1-carboxamido)methyl)-5-(3-(trifluoromethyl)benzyl)-4,5-dihydroisoxazole